C(C1=CC=CC=C1)OC=1C=CC2=C(SC(=C2Br)Br)C1 6-(benzyloxy)-2,3-dibromobenzo[b]thiophene